C(CCC)[C@]1(SC(=NN1C(=O)N(OCCC=O)C)C1=C(C=CC(=C1)F)F)C1=CC=CC=C1 (S)-2-butyl-5-(2,5-difluorophenyl)-N-methyl-N-(3-oxopropoxy)-2-phenyl-1,3,4-thiadiazole-3(2H)-carboxamide